manganate [Mn](=O)(=O)([O-])[O-]